CC1(CC1)OC=1C=C2C(=NNC2=CC1)C1=CC(=NC=C1)N1CC(C1)CCC1CCNCC1 5-(1-methylcyclopropoxy)-3-[2-[3-[2-(4-piperidinyl)ethyl]azetidin-1-yl]-4-pyridinyl]-1H-indazole